C(C)(C)(C)OC(=O)N1CC2(CN(C2)C2=NC=C(C=N2)B(O)O)CCC1 (2-(6-(tert-butoxycarbonyl)-2,6-diazaspiro[3.5]nonan-2-yl)pyrimidin-5-yl)boronic acid